(R)-5-bromo-3-(1-(2-(4-((5-bromo-1-ethyl-1H-pyrazol-4-yl)methyl)-1-methyl-1H-pyrazol-3-yl)-5-fluorophenyl)ethoxy)pyridin-2-amine BrC=1C=C(C(=NC1)N)O[C@H](C)C1=C(C=CC(=C1)F)C1=NN(C=C1CC=1C=NN(C1Br)CC)C